iron heptasulfide octasulfide [Fe](=S)(=S)(=S)(=S)(=S)(=S)(=S)(=S)(=S)(=S)(=S)(=S)(=S)(=S)=S